tert-butyl (4-(4-formyl-3-nitrophenoxy)-3-methylphenyl)carbamate C(=O)C1=C(C=C(OC2=C(C=C(C=C2)NC(OC(C)(C)C)=O)C)C=C1)[N+](=O)[O-]